NC1=NN(C(C(=C1Cl)Cl)=O)CC(=O)OCC ethyl 2-(3-amino-4,5-dichloro-6-oxopyridazin-1(6H)-yl)acetate